Benzyl N-[(1S,2S,3S,5R)-8-[5-(dimethylsulfamoyl)-7-iodo-5H-pyrrolo[2,3-b]pyrazin-3-yl]-2-fluoro-8-azabicyclo[3.2.1]octan-3-yl]carbamate CN(S(=O)(=O)N1C=C(C=2C1=NC(=CN2)N2[C@@H]1[C@H]([C@H](C[C@H]2CC1)NC(OCC1=CC=CC=C1)=O)F)I)C